2-[(4-chlorophenyl)methoxycarbonylamino]-4-[2-phenoxyethyl-[4-(5,6,7,8-tetrahydro-1,8-naphthyridin-2-yl)butyl]amino]butanoic acid ClC1=CC=C(C=C1)COC(=O)NC(C(=O)O)CCN(CCCCC1=NC=2NCCCC2C=C1)CCOC1=CC=CC=C1